N-[5-(2-fluoroethoxy)-4,6-dimethoxy-pyrimidin-2-yl]-7-(triazol-2-yl)-1H-indole-3-sulfonamide FCCOC=1C(=NC(=NC1OC)NS(=O)(=O)C1=CNC2=C(C=CC=C12)N1N=CC=N1)OC